BrC1=CC=C(C=C1)N(C(C(C)(C)C)=O)C N-(4-bromophenyl)-N-methyl-pivalamide